4-(4'-chloro-4-ethyl-2'-fluoro[1,1'-biPhenyl]-3-yl)-5-Hydroxy-2,2,6,6-tetramethyl-2H-pyran-3(6H)-one ClC1=CC(=C(C=C1)C1=CC(=C(C=C1)CC)C=1C(C(OC(C1O)(C)C)(C)C)=O)F